C(C)(C)(C)OC(=O)N1C[C@@H](CC1)NC(C1=C(C=C(C=C1)C1=NC(=NC(=C1)C)C)F)=O (R)-3-(4-(2,6-dimethylpyrimidin-4-yl)-2-fluorobenzamido)pyrrolidine-1-carboxylic acid tert-butyl ester